OCCCC1=C(C=CC(=C1)N)N 2-γ-Hydroxypropyl-para-phenylenediamine